OC(CCCCCCCCCCCCCCC(=O)O)CCC(CCC)O 16,19-Dihydroxydocosanoic acid